2,4-di-tert-pentylphenyl bis(4-(tert-pentyl)phenyl) phosphite P(OC1=C(C=C(C=C1)C(C)(C)CC)C(C)(C)CC)(OC1=CC=C(C=C1)C(C)(C)CC)OC1=CC=C(C=C1)C(C)(C)CC